(S)-3-((S)-2-(2-((2-fluorophenyl)amino)-2-oxoacetamido)-4-methylpentanamido)-2-oxo-4-((S)-2-oxopyrrolidin-3-yl)butyl diphenylphosphinate C1(=CC=CC=C1)P(OCC([C@H](C[C@H]1C(NCC1)=O)NC([C@H](CC(C)C)NC(C(=O)NC1=C(C=CC=C1)F)=O)=O)=O)(=O)C1=CC=CC=C1